S(=O)(=O)([O-])[O-].[Ag+].CC1=CC=C(C=C1)S(=O)(=O)Cl.[Ag+] p-toluenesulfonyl chloride silver sulfate